COC1=C(C=C(C=N1)C=1C=NC=C(C1)C1CB(OC1)O)OCCC 4-(6'-methoxy-5'-propoxy-[3,3'-bipyridin]-5-yl)-1,2-oxaborolan-2-ol